1-cyclopentyl-5-(3-(trifluoromethyl)pyridin-2-yl)-1H-pyrazole-3-carboxylic acid C1(CCCC1)N1N=C(C=C1C1=NC=CC=C1C(F)(F)F)C(=O)O